ClC1=CC=C(C=C1)C1=C(C=C(C=C1)C(=O)N1CCNCC1)CN1CCN(CC1)C1=CC=C(C(=O)NS(=O)(=O)C2=CC(=C(C=C2)N[C@@H](CSC2=CC=CC=C2)CCN(C)C)[N+](=O)[O-])C=C1 (R)-4-(4-((4'-chloro-4-(piperazine-1-carbonyl)-[1,1'-biphenyl]-2-yl)methyl)piperazin-1-yl)-N-((4-((4-(dimethylamino)-1-(phenylthio)butan-2-yl)amino)-3-nitrophenyl)sulfonyl)benzamide